C(C)(C)(C)OC(NC\C=C(\CSC1=C(C=CC=C1)OCC1=CC=C(C=C1)N(S(=O)(=O)C(C)C)S(=O)(=O)C(C)C)/F)=O (Z)-(4-((2-((4-(N,N-diisopropylsulfonylamino)benzyl)oxy)phenyl)thio)3-Fluorobut-2-en-1-yl)Carbamic acid tert-butyl ester